C1(CC1)N1N=C(C(=C1)NC=1N=CC2=C(N1)N(C(=C2)C#N)[C@H]2COC[C@@H]2C)OC2COC2 2-((1-cyclopropyl-3-(oxetan-3-yloxy)-1H-pyrazol-4-yl)amino)-7-((3r,4r)-4-methyltetrahydrofuran-3-yl)-7H-pyrrolo[2,3-d]pyrimidine-6-carbonitrile